n-propyl 4-hydroxy-α-cyanocinnamate OC1=CC=C(C=C(C(=O)OCCC)C#N)C=C1